5-(bicyclo[1.1.1]pentan-1-yl)-3-butyl-8-hydroxy-2-methyl-7-(piperidin-1-yl)-2,3,4,5-tetrahydrobenzo[f][1,2,5]thiadiazepine 1,1-dioxide C12(CC(C1)C2)N2CC(N(S(C1=C2C=C(C(=C1)O)N1CCCCC1)(=O)=O)C)CCCC